[Sb](=O)=O.[Sn] tin antimony dioxide